L-4-chlorophenol ClC1=CC=C(C=C1)O